CC(C(CC)C)[O-] 1,2-dimethylbutanolate